3-((5-(cyclopropanecarboxamido)-6-methylpyrazin-2-yl)ethynyl)-4-methyl-N-(4-((4-methylpiperazin-1-yl)methyl)-3-(trifluoromethyl)phenyl)benzamide C1(CC1)C(=O)NC=1N=CC(=NC1C)C#CC=1C=C(C(=O)NC2=CC(=C(C=C2)CN2CCN(CC2)C)C(F)(F)F)C=CC1C